3-amino-1-methyl-1H-pyrazole-4-carbonitrile NC1=NN(C=C1C#N)C